C(C)(C)(C)OC([C@]([C@H](C1=CC(=CC=C1)O)C1CC1)(C)F)=O (2R,3S)-3-cyclopropyl-2-fluoro-3-(3-hydroxyphenyl)-2-methylpropanoic acid tert-butyl ester